2-(2-((1-(Methylsulfonyl)piperidin-4-yl)amino)-5-(trifluoromethyl)pyrimidin-4-yl)-6,7,8,8a-tetrahydro-4H-thieno[2,3-a]pyrrolizin-4-one CS(=O)(=O)N1CCC(CC1)NC1=NC=C(C(=N1)C1=CC2=C(C3CCCN3C2=O)S1)C(F)(F)F